O=C1N(C2=CC=C(C=C2C12CC2)N2CCNCC2)C2C(NC(CC2)=O)=O 3-(2'-oxo-5'-(piperazin-1-yl)spiro[cyclopropane-1,3'-indolin]-1'-yl)piperidine-2,6-dione